4-((3-((3,5-dibromo-4-hydroxyphenyl)(hydroxyimino)methyl)-2-ethylbenzofuran-6-yl)sulfonyl)piperazine-2-on BrC=1C=C(C=C(C1O)Br)C(C1=C(OC2=C1C=CC(=C2)S(=O)(=O)N2CC(NCC2)=O)CC)=NO